tert-Butyl 2-[1-[6-methyl-2-(2-methylimidazo[1,2-a]pyridin-7-yl)-4-oxo-chromen-8-yl]ethylamino]benzoate CC=1C=C2C(C=C(OC2=C(C1)C(C)NC1=C(C(=O)OC(C)(C)C)C=CC=C1)C1=CC=2N(C=C1)C=C(N2)C)=O